(bromomethyl)-1,1-dimethylcyclobutane BrCC1C(CC1)(C)C